C(=O)OC[13C@H](N)C(=O)O serine-13C1 Formate